C(C(C)C)C=1OC2=C(C1)C=CC(=C2C)OB(O)O (2-isobutyl-7-methylbenzofuran-6-yl)boric acid